[Co].[N+](=O)([O-])C1=CC(=C(C=C1)N)N 4-nitro-1,2-phenylenediamine cobalt